The molecule is a phosphatidylcholine 36:5 in which the acyl groups specified at positions 1 and 2 are hexadecanoyl and (5Z,8Z,11Z,14Z,17Z)-eicosapentaenoyl respectively. It derives from a hexadecanoic acid and an all-cis-5,8,11,14,17-icosapentaenoic acid. CCCCCCCCCCCCCCCC(=O)OC[C@H](COP(=O)([O-])OCC[N+](C)(C)C)OC(=O)CCC/C=C\\C/C=C\\C/C=C\\C/C=C\\C/C=C\\CC